1,2,4,5-tetraethylcyanobenzene C(C)C1=C(C(=C(C(=C1)CC)CC)C#N)CC